C(C)OC1=C(C=NC=C1)[C@@](CCC)(O)C=1SC2=C(N1)C=CC(=C2C(F)(F)F)OC(F)(F)F (R)-1-(4-ethoxypyridin-3-yl)-1-(6-(trifluoromethoxy)-7-(trifluoromethyl)benzo[d]thiazol-2-yl)butan-1-ol